4,4'-(propane-1,3-diylbis(6-methoxybenzo[b]selenophen-5,2-diyl))bis(4-oxobutanoic acid) C(CCC1=CC2=C([Se]C(=C2)C(CCC(=O)O)=O)C=C1OC)C1=CC2=C([Se]C(=C2)C(CCC(=O)O)=O)C=C1OC